BrC=1C=CC(=NC1)[C@@H](C)OCCN1CC2(CC2)CC1 (R)-5-(2-(1-(5-bromopyridin-2-yl)ethoxy)ethyl)-5-azaspiro[2.4]heptane